CC1NCCC2(C1)OCCC1=C2SC=C1 2'-methylspiro[4,5-dihydrothieno[2,3-c]pyran-7,4'-piperidine]